C(C)(C)(C)NC1=NC(=NC(=N1)N)C1=NC(=CC=C1F)F (tert-butyl)-6-(3,6-difluoropyridin-2-yl)-1,3,5-triazine-2,4-diamine